ClC1=C(C=NN1CCCl)NS(=O)(=O)C1=CNC2=CC(=CC=C12)OC N-(5-chloro-1-(2-chloroethyl)-1H-pyrazol-4-yl)-6-methoxy-1H-indole-3-sulfonamide